N1N=CC2=CC(=CC=C12)NC1=NC(=NC=C1)C1=CC=C2C=C(NC2=C1)C(=O)NC1=CC=NC=C1 6-(4-((1H-indazol-5-yl)amino)pyrimidin-2-yl)-N-(pyridin-4-yl)-1H-indole-2-carboxamide